16-((4-aminophenyl)sulfonamido)hexadecanoic acid NC1=CC=C(C=C1)S(=O)(=O)NCCCCCCCCCCCCCCCC(=O)O